S1SNC=C1 dithiaazole